N-[(1S)-1-cyclopropyl-2,2,2-trifluoroethyl]-7-[ethyl-(2-hydroxypropyl)amino]-6-fluoro-4-oxo-1-(2,4,6-trifluorophenyl)-1,4-dihydro-1,8-naphthyridine-3-carboxamide C1(CC1)[C@@H](C(F)(F)F)NC(=O)C1=CN(C2=NC(=C(C=C2C1=O)F)N(CC(C)O)CC)C1=C(C=C(C=C1F)F)F